ClC=1C=C(C=C(C1C)N1C(C=CC1=O)=O)NC(=O)NCC=1C=C2CN(C(C2=CC1)=O)C1C(NC(CC1)=O)=O 1-(3-chloro-5-(2,5-dioxo-2,5-dihydro-1H-pyrrol-1-yl)-4-methylphenyl)-3-((2-(2,6-dioxopiperidin-3-yl)-1-oxoisoindolin-5-yl)methyl)urea